COC1=CC=C(C=C1)CN1N=NC(=C1C(F)(F)F)C1=CC(=NC=C1)C(=O)[O-] 4-{1-[(4-methoxyphenyl)methyl]-5-(trifluoromethyl)-1H-1,2,3-triazol-4-yl}pyridine-2-carboxylate